C(C1=CC=CC=C1)N(CC1=CC=CC=C1)C[C@@H]1OCCC1 (R)-2-dibenzylaminomethyl-tetrahydrofuran